CN(C(CCC1=NN2C(CN(CCC2)C(=O)OC(C)(C)C)=C1)=O)C tert-butyl 2-(3-(dimethylamino)-3-oxopropyl)-7,8-dihydro-4H-pyrazolo[1,5-a][1,4]diazepine-5(6H)-carboxylate